4-benzyloxy-2-chloro-5-cyano-6-methyl-pyridine-3-carboxylic acid ethyl ester C(C)OC(=O)C=1C(=NC(=C(C1OCC1=CC=CC=C1)C#N)C)Cl